ClC=1C=C(C=2N(N1)C(=CN2)C#N)NC2=NC(=C(C=C2)C(=O)N2CCCC2)NCC 6-chloro-8-(6-(ethylamino)-5-(pyrrolidine-1-carbonyl)pyridin-2-ylamino)imidazo[1,2-b]pyridazine-3-carbonitrile